ClC1=C(C=C2C(=C(NC2=C1)C(=O)O)C)N1CCOCC1 6-chloro-3-methyl-5-morpholino-1H-indole-2-carboxylic acid